beta-hydroxyethyltrimethylammonium OCC[N+](C)(C)C